COC=1C(=C2NC1C=C1C=CC(=N1)C=C1C=CC(N1)=CC=1C=CC(N1)=C2)C2=CC=CC=C2.[Ni] nickel methoxyphenyl-porphyrin